tert-butyl (6-((2R,3S)-2-((tert-butoxycarbonyl)amino)-3-fluorobutyl)-2-chloropyrrolo[2,1-f][1,2,4]triazin-4-yl)(furan-2-ylmethyl)carbamate C(C)(C)(C)OC(=O)N[C@H](CC=1C=C2C(=NC(=NN2C1)Cl)N(C(OC(C)(C)C)=O)CC=1OC=CC1)[C@H](C)F